ClC1=C(C(=NC=C1)C#N)CCC(=O)OCC ethyl 3-(4-chloro-2-cyanopyridin-3-yl)propanoate